4-fluoro-3,5-dimethyl-2-[3-[(3R)-3-piperidyl]pyrido[2,3-b]pyrazin-6-yl]phenol FC1=C(C(=C(C=C1C)O)C=1C=CC=2C(=NC(=CN2)[C@H]2CNCCC2)N1)C